1-(2-(2-(((benzyloxy)carbonyl)amino)ethoxy)ethyl)pyrrolidine C(C1=CC=CC=C1)OC(=O)NCCOCCN1CCCC1